4-[[8-(2-chlorophenyl)-7-(4-chlorophenyl)-1-[(2,2-dimethyl-1,3-dioxolan-4-yl)methyl]-2,6-dioxopurin-3-yl]methyl]benzamide ClC1=C(C=CC=C1)C1=NC=2N(C(N(C(C2N1C1=CC=C(C=C1)Cl)=O)CC1OC(OC1)(C)C)=O)CC1=CC=C(C(=O)N)C=C1